5-(2-bromophenyl)-4-methyl-2H-1,2,4-triazol-3-one BrC1=C(C=CC=C1)C=1N(C(NN1)=O)C